NC1=C(C=2C(=NC=C(C2S1)F)C=1C2=C(C=3C=NC(=NC3C1Cl)N1C[C@@H]([C@H](C1)N(C)C(C)C)O)COC2)C#N 2-Amino-4-(5-chloro-3-((3S,4S)-3-hydroxy-4-(isopropyl(methyl)amino)pyrrolidin-1-yl)-7,9-dihydrofuro[3,4-f]quinazolin-6-yl)-7-fluorothieno[3,2-c]pyridine-3-carbonitrile